C(C)C1=CC=C(C=C1)C1=CC=C(C=C1)Br 4'-ethyl-4-bromobiphenyl